ClC1=C(C=CC=C1NC(=O)C=1C(N(C=C(C1)C=C)C)=O)C1=C(C(=CC=C1)C=1OC2=C(N1)C=C(C=C2Cl)CN2C[C@@H](CC2)O)C (R)-N-(2-chloro-3'-(7-chloro-5-((3-hydroxypyrrolidin-1-yl)methyl)benzo[d]oxazol-2-yl)-2'-methylbiphenyl-3-yl)-1-methyl-2-oxo-5-vinyl-1,2-dihydropyridine-3-carboxamide